4-((R)-1-(((R)-4-(((R)-2-((1S,5S)-9-azabicyclo[3.3.1]nonan-9-yl)-1-(1-ethyl-1H-pyrazol-4-yl)ethyl)amino)-6-(3-fluorophenyl)-5,6,7,8-tetrahydroquinazolin-2-yl)amino)ethyl)benzoic acid C12CCCC(CCC1)N2C[C@@H](C=2C=NN(C2)CC)NC2=NC(=NC=1CC[C@H](CC21)C2=CC(=CC=C2)F)N[C@H](C)C2=CC=C(C(=O)O)C=C2